C(C)[C@H]1COCCN1C1=NC(=NC(=C1)CS(=O)(=O)CC)C1=CC=C2C(=N1)C=C(N2)CNC (S)-1-(5-(4-(3-ethylmorpholino)-6-((ethylsulfonyl)methyl)pyrimidin-2-yl)-1H-pyrrolo[3,2-b]pyridin-2-yl)-N-methylmethanamine